(R)-(5-(1-methyl-1H-pyrazol-3-yl)-1,3,4-thiadiazol-2-yl)(4-(4-methylpyrazolo[1,5-a]pyridin-2-yl)-1,4,6,7-tetrahydro-5H-imidazo[4,5-c]pyridin-5-yl)methanone CN1N=C(C=C1)C1=NN=C(S1)C(=O)N1[C@H](C2=C(CC1)NC=N2)C2=NN1C(C(=CC=C1)C)=C2